calcium sulphur phosphonate P([O-])([O-])=O.[S+2].[Ca+2].P([O-])([O-])=O